C(C)C=1N=C2N(C=C(C=C2)C=2C=NC(=CC2)N2CCN(CC2)CC(=O)N2C[C@H](CC2)O)C1N(C=1SC(=C(N1)C1=CC=C(C=C1)F)C#N)C (S)-2-((2-ethyl-6-(6-(4-(2-(3-hydroxypyrrolidin-1-yl)-2-oxoethyl)piperazin-1-yl)pyridin-3-yl)imidazo[1,2-a]pyridin-3-yl)(methyl)amino)-4-(4-fluorophenyl)thiazole-5-carbonitrile